N1(C=NC=C1)C(=O)N1C=NC=C1 Di-1H-imidazol-1-yl-methanone